1-(9Z,12Z-octadecadienoyl)-2-(6Z,9Z,12Z-octadecatrienoyl)-glycero-3-phosphoserine CCCCC/C=C\C/C=C\CCCCCCCC(=O)OC[C@H](COP(=O)(O)OC[C@@H](C(=O)O)N)OC(=O)CCCC/C=C\C/C=C\C/C=C\CCCCC